cyclopropyl-2-((2-fluoro-4-iodophenyl)amino)-1,5-dimethyl-4-(3-((N-methylsulfamoyl)amino)phenoxy)-6-oxo-1,6-dihydropyridine-3-carboxamide C1(CC1)NC(=O)C1=C(N(C(C(=C1OC1=CC(=CC=C1)NS(NC)(=O)=O)C)=O)C)NC1=C(C=C(C=C1)I)F